ClC1=C(C=C(C=C1)C#N)C=1NC2=CC(=C(C(=C2C(C1)=O)F)C1=CC=C(C=C1)CC(=O)OC)F methyl 2-(4-(2-(2-chloro-5-cyanophenyl)-5,7-difluoro-4-oxo-1,4-dihydroquinolin-6-yl)phenyl)acetate